1-(3,5-dichloro-4-((5-methoxy-4-oxo-3,4-dihydrophthalazin-1-yl)oxy)phenyl)-2,4-dioxo-1,2,3,4-tetrahydropyrimidine-5-carbonitrile ClC=1C=C(C=C(C1OC1=NNC(C2=C(C=CC=C12)OC)=O)Cl)N1C(NC(C(=C1)C#N)=O)=O